1-cyclopropyl-6-fluoro-4-oxo-1,8-naphthyridine-3-carboxylic acid C1(CC1)N1C=C(C(C2=CC(=CN=C12)F)=O)C(=O)O